2,4,6-trimethyl-triazine CN1NC(=CC(=N1)C)C